methyl (S)-2-((2-(2-chloro-4-(methylcarbamoyl)phenyl)-7-(difluoromethyl)imidazo[1,2-a]pyridin-3-yl)methyl)morpholine-4-carboxylate ClC1=C(C=CC(=C1)C(NC)=O)C=1N=C2N(C=CC(=C2)C(F)F)C1C[C@H]1CN(CCO1)C(=O)OC